sodium mono-thioarsenate [As]([O-])([O-])([O-])=S.[Na+].[Na+].[Na+]